FC1=C(C=CC=C1[N+](=O)[O-])C=1N=C(N(C1C(C)N(C(OC(C)(C)C)=O)C)C)C tert-butyl (1-(4-(2-fluoro-3-nitrophenyl)-1,2-dimethyl-1H-imidazol-5-yl)ethyl)(methyl)carbamate